C(#N)C1=C(C=CC=C1)C1CC(N2C(S1)=C(C=CC2=O)C2CC2)C(=O)O 2-(2-Cyanophenyl)-9-cyclopropyl-6-oxo-2,3,4,6-tetrahydropyrido[2,1-b][1,3]thiazine-4-carboxylic acid